tertiary butyl 2-(2-(2-(4-(4-((5-chloro-4-((2-(N-methylmethylsulfonamido)phenyl)amino)pyrimidin-2-yl)amino)-3-methoxyphenyl)piperazin-1-yl)ethoxy)ethoxy)acetate ClC=1C(=NC(=NC1)NC1=C(C=C(C=C1)N1CCN(CC1)CCOCCOCC(=O)OC(C)(C)C)OC)NC1=C(C=CC=C1)N(S(=O)(=O)C)C